C(#N)C=1C=NN2C1C(=CC(=C2)C=2C=NN(C2C)C2CCC(CC2)NC(OC)=O)SC2=C(C=C(C=C2)F)C#N methyl ((1s,4s)-4-(4-(3-cyano-4-((2-cyano-4-fluorophenyl)thio)pyrazolo[1,5-a]pyridin-6-yl)-5-methyl-1H-pyrazol-1-yl)cyclohexyl)carbamate